3-hydroxy-4-(4-{[(3R)-1-methylpiperidin-3-yl]amino}phthalazin-1-yl)benzonitrile OC=1C=C(C#N)C=CC1C1=NN=C(C2=CC=CC=C12)N[C@H]1CN(CCC1)C